3-OXOADIPIC ACID O=C(CC(=O)O)CCC(=O)O